C(C(C)C)(=O)OC1[C@H](OC(C(C)C)=O)[C@@H](OC(C(C)C)=O)[C@H](O[C@H]2[C@H](OC(C(C)C)=O)[C@@H](OC(C(C)C)=O)[C@@H](OC(C(C)C)=O)[C@H](O2)COC(C(C)C)=O)[C@H](O1)COC(C(C)C)=O α,β-Lactose Octaisobutyrate